N-(3,4-dimethylbenzyl)-8-iodoimidazo[1,2-a]quinoxalin-4-amine CC=1C=C(CNC=2C=3N(C4=CC(=CC=C4N2)I)C=CN3)C=CC1C